FC1=CC=C(C=C1)C=1OC2=C(CN(CC2)C=2N=C(C3=C(N2)CC[S@]3=O)NCC=3C(NC(=CC3C)C)=O)N1 (R)-3-(((2-(2-(4-fluorophenyl)-6,7-dihydro-oxazolo[4,5-c]pyridin-5(4H)-yl)-5-oxo-6,7-dihydro-thieno[3,2-d]pyrimidin-4-yl)amino)methyl)-4,6-dimethylpyridin-2(1H)-one